5-[(methanesulfonylcarbamoyl)methyl]-[1,2,4]triazolo[1,5-a]pyridin-8-yl 4-{[(1Z)-{[(tert-butoxy)carbonyl]amino}({[(tert-butoxy) carbonyl]imino})methyl]amino}benzoate C(C)(C)(C)OC(=O)N\C(=N/C(=O)OC(C)(C)C)\NC1=CC=C(C(=O)OC=2C=3N(C(=CC2)CC(NS(=O)(=O)C)=O)N=CN3)C=C1